Methyl (R)-2-methyl-3-(((trifluoromethyl)sulfonyl)oxy)propanoate C[C@@H](C(=O)OC)COS(=O)(=O)C(F)(F)F